CN1C[C@@H](OCC1)[C@H](C)OC=1C=NC=CC1 3-({(1S)-1-[(2R)-4-methylmorpholin-2-yl]ethyl}oxy)pyridin